4'-amino-2-fluorobiphenyl-4-carboxylic acid methyl ester COC(=O)C1=CC(=C(C=C1)C1=CC=C(C=C1)N)F